C(C)(=O)ON=C(C(=O)C1=C(C=CC=C1)SC1=CC=C(C=C1)OCCO)C N-acetyloxy-1-[4-(2-hydroxyethyloxy)phenylsulfanylphenyl]propan-1-on-2-imine